C(C#C)NCCCNC(C1=CC=CC=C1)=O N-[3-(prop-2-ynylamino)propyl]benzamide